(R)-2-{[(5-indanyl)methyl]amino}-2,5,5-trimethylhexanoic acid C1CCC2=CC(=CC=C12)CN[C@@](C(=O)O)(CCC(C)(C)C)C